N-(3-bromo-5-(tert-butyl)phenyl)-[1,1'-biphenyl]-2-amine BrC=1C=C(C=C(C1)C(C)(C)C)NC=1C(=CC=CC1)C1=CC=CC=C1